N-((S)-1-(2-(2-Chloroacetyl)-2-(((S)-2-oxopyrrolidin-3-yl)methyl)hydrazineyl)-4-methyl-1-oxopentan-2-yl)-4-methoxy-1H-indole-2-carboxamide ClCC(=O)N(NC([C@H](CC(C)C)NC(=O)C=1NC2=CC=CC(=C2C1)OC)=O)C[C@H]1C(NCC1)=O